C12NCC(C1)C2 (1R,4R,5S)-2-azabicyclo[2.1.1]hexan